ClC=1C(=C(C=CC1F)NC1=NC=NC2=CC(=CC(=C12)OC(C)C=1N(C2=CC=CC=C2C1)C)C=1C=NN(C1)C([2H])([2H])[2H])F N-(3-chloro-2,4-difluorophenyl)-5-(1-(1-(methyl)-1H-indol-2-yl)ethoxy)-7-(1-(methyl-d3)-1H-pyrazol-4-yl)quinazolin-4-amine